2,4-dioxo-7-(trifluoromethyl)-3,4-dihydroquinazolin O=C1NC2=CC(=CC=C2C(N1)=O)C(F)(F)F